[O-2].[V+5].[Y+3].[O-2].[O-2].[O-2] Yttrium Vanadium Oxide